COC1=NN(C2=NC(=NC=C21)N2CCC1(CC(N(C1)C=1C=NC(=CC1)C(F)(F)F)=O)CC2)C2COC2 8-(3-methoxy-1-(oxetan-3-yl)-1H-pyrazolo[3,4-d]pyrimidin-6-yl)-2-(6-(trifluoromethyl)pyridin-3-yl)-2,8-diazaspiro[4.5]decan-3-one